FC1=C(NC2=CC=CC=C12)C(=O)O fluoroindolecarboxylic acid